CC1=NC2=CC=C(C=C2C(N1)=O)CN(C)C1=CC=C(S1)CN[C@@H](CCC(=O)O)C(=O)O (5-[N-(3,4-dihydro-2-methyl-4-oxoquinazolin-6-ylmethyl)-N-methyl-amino]-2-thenyl)-L-glutamic acid